(5S,7S)-7-fluoro-5-phenyl-2-[(S)-cyclopropyl-deutero-fluoro-methyl]-6,7-dihydro-5H-pyrrolo[1,2-b][1,2,4]triazole F[C@H]1C[C@H](N2N=C(N=C21)[C@](F)([2H])C2CC2)C2=CC=CC=C2